(3R,4S)-1-(tert-butoxycarbonyl)-3-fluoro-4-hydroxypiperidine-4-carboxylic acid C(C)(C)(C)OC(=O)N1C[C@H]([C@](CC1)(C(=O)O)O)F